2-([[4-propyl-5-(pyrimidin-4-yl)-1,2,4-triazol-3-yl]methyl]amino)-N-[[2-(trifluoromethyl)phenyl]methyl]pyridine-4-carboxamide C(CC)N1C(=NN=C1C1=NC=NC=C1)CNC1=NC=CC(=C1)C(=O)NCC1=C(C=CC=C1)C(F)(F)F